(1r,3r)-3-(4-(2-(4-((5-fluoro-2-(2H-1,2,3-triazol-2-yl)pyridin-3-yl)oxy)phenyl)propan-2-yl)phenoxy)cyclobutylamine FC=1C=C(C(=NC1)N1N=CC=N1)OC1=CC=C(C=C1)C(C)(C)C1=CC=C(OC2CC(C2)N)C=C1